COC(=O)C1C(C[C@@]2(C=C(C3=C(C=CC=C23)Cl)C(F)(F)F)CC1)=O (1R)-4'-chloro-3-oxo-3'-(trifluoromethyl)spiro[cyclohexane-1,1'-indene]-4-carboxylic acid methyl ester